Cl.N=1C2=C(NC(C1)=O)N=CC=C2 4H-pyrido[2,3-b]Pyrazine-3-one hydrochloride